O=C(CC[C@H]1NC(OC1)=O)N1CC2(C1)CC(C2)CC2=NC=C(C=N2)C(F)(F)F (4R)-4-[3-oxo-3-[6-[[5-(trifluoromethyl)pyrimidin-2-yl]methyl]-2-azaspiro[3.3]heptan-2-yl]propyl]oxazolidin-2-one